N-(6-((8'-chloro-1',5'-dioxo-1',5'-dihydro-2'H-spiro[cyclobutane-1,3'-imidazo-[1,5-a]pyridin]-6'-yl)amino)pyrimidin-4-yl)cyclopropanecarboxamide ClC1=C2N(C(C(=C1)NC1=CC(=NC=N1)NC(=O)C1CC1)=O)C1(NC2=O)CCC1